N-(8-(ethylamino)-5-(6-morpholino-[1,2,4]triazolo[1,5-a]pyridin-2-yl)-2,7-naphthyridin-3-yl)-1-fluorocyclopropane-1-carboxamide C(C)NC=1N=CC(=C2C=C(N=CC12)NC(=O)C1(CC1)F)C1=NN2C(C=CC(=C2)N2CCOCC2)=N1